1-(2,4-dihydroxy-3-methylphenyl)(4-fluorophenyl)methanone OC1=C(C=CC(=C1C)O)C(=O)C1=CC=C(C=C1)F